6-fluoro-N-[1-(fluoromethyl)cyclopropyl]-1-methyl-2-oxo-3-[6-(trifluoromethyl)pyridazin-3-yl]benzimidazole-5-sulfonamide FC=1C(=CC2=C(N(C(N2C=2N=NC(=CC2)C(F)(F)F)=O)C)C1)S(=O)(=O)NC1(CC1)CF